2-(trifluoromethyl)-5-(3-cyanophenyl)-N-(3-((4-methylpiperazin-1-yl)methyl)-1,2,4-thiadiazol-5-yl)furan-3-carboxamide FC(C=1OC(=CC1C(=O)NC1=NC(=NS1)CN1CCN(CC1)C)C1=CC(=CC=C1)C#N)(F)F